3-(methylaminoprop-1-ynyl-2-oxo-benzimidazol-1-yl)piperidine-2,6-dione CNCC#CC1=CC=CC=2N(C(NC21)=O)C2C(NC(CC2)=O)=O